4-(6-(ethyl-(isopropyl)amino)-4-methylpyridinamido)benzoic acid C(C)N(C1=CC(=CC(=N1)C(=O)NC1=CC=C(C(=O)O)C=C1)C)C(C)C